1-((2R,5R)-5-ethynyl-5-(hydroxymethyl)-2,5-dihydrofuran-2-yl)-5-methoxypyrimidine-2,4(1H,3H)-dione C(#C)[C@]1(C=C[C@@H](O1)N1C(NC(C(=C1)OC)=O)=O)CO